tert-Butyl 4-(4-[3-cyano-4-[(1R)-1-(3-fluoropyridin-2-yl)ethoxy]pyrazolo[1,5-a]pyridin-6-yl]-5-methylpyrazol-1-yl)piperidine-1-carboxylate C(#N)C=1C=NN2C1C(=CC(=C2)C=2C=NN(C2C)C2CCN(CC2)C(=O)OC(C)(C)C)O[C@H](C)C2=NC=CC=C2F